N-methyl-6-[4-(1H-pyrazol-4-yl)-1H-indazol-7-yl]-N-(2,2,6,6-tetramethylpiperidin-4-yl)pyridazin-3-amine CN(C=1N=NC(=CC1)C=1C=CC(=C2C=NNC12)C=1C=NNC1)C1CC(NC(C1)(C)C)(C)C